N-(2-bromo-4-(perfluoropropan-2-yl)-6-(trifluoromethyl)phenyl)-2-fluoro-3-(hydroxyamino)thiobenzamide BrC1=C(C(=CC(=C1)C(C(F)(F)F)(C(F)(F)F)F)C(F)(F)F)NC(C1=C(C(=CC=C1)NO)F)=S